ClC1=C(C=CC(=C1)Cl)C(\C=C\NC1=CC=C(C=C1)C)=O (E)-1-(2,4-dichlorophenyl)-3-(p-tolylamino)prop-2-en-1-one